CC1=CC=C2C=CC(=CC2=C1)C(=O)OC(C)(C)C tert-butyl 7-methylnaphthalene-2-carboxylate